2-chloro-5,6-dimethoxypyrimidine-4-carboxylic acid ClC1=NC(=C(C(=N1)C(=O)O)OC)OC